(R)-4-(3-methylphenyl)-oxazolidin-2-one CC=1C=C(C=CC1)[C@H]1NC(OC1)=O